N-Methyl-1-(5-(pyridazin-4-yl)isochroman-1-yl)methanamine hydrochloride salt Cl.CNCC1OCCC2=C(C=CC=C12)C1=CN=NC=C1